2-[8-(2-chlorophenyl)-9-(4-chlorophenyl)-6-[4-(trifluoromethyl)-1-piperidinyl]purin-2-yl]oxypropan-1-ol ClC1=C(C=CC=C1)C=1N(C2=NC(=NC(=C2N1)N1CCC(CC1)C(F)(F)F)OC(CO)C)C1=CC=C(C=C1)Cl